ClC=1C=CC(=C(C1)O)OC1=CC=C(C=C1)Cl 5-chloro-2-(4-chlorophenoxy)-phenol